OC=1C=CC=CC1Br D-(-)-3-hydroxy-4-bromobenzene